[C@H]12CN(C[C@H](CC1)N2)C=2C=CC(=C(C(=O)N[C@H](C)C=1C=C(C=C(C1)OC)C=1C=C(N(C1)C)C(=O)NC)C2)C 4-[3-[(1R)-1-[[5-[(1R,5S)-3,8-diazabicyclo[3.2.1]octan-3-yl]-2-methyl-benzoyl]amino]ethyl]-5-methoxy-phenyl]-N,1-dimethyl-pyrrole-2-carboxamide